nickel (II) 5,10,15,20-tetraphenyl-21h,23h-porphyrin C1(=CC=CC=C1)C=1C2=CC=C(N2)C(=C2C=CC(C(=C3C=CC(=C(C=4C=CC1N4)C4=CC=CC=C4)N3)C3=CC=CC=C3)=N2)C2=CC=CC=C2.[Ni+2]